COC(=O)C1=CC=C2C(=N1)N(C(=N2)CC2=CCC(CC2)C2=NC(=CC=C2)O)CC2OCC2 2-((4-(6-hydroxypyridin-2-yl)cyclohexenyl)methyl)-3-(oxetan-2-ylmethyl)-3H-imidazo[4,5-b]pyridine-5-carboxylic acid methyl ester